C1=CC=CC=2C3=CC=CC=C3C(C12)COC(=O)N([C@@H](CCC(N)=O)C(=O)O)C(C1=CC=CC=C1)(C1=CC=CC=C1)C1=CC=CC=C1 N-(9-fluorenylmethoxycarbonyl)-trityl-L-glutamine